[Co].[Bi].[Cu] copper-bismuth-cobalt